N-methyl-δ-valerolactam CN1C(CCCC1)=O